NCC#CCC1=CC=C(C=C1)C1=N[C@@H](C=2N(C3=C1C(=C(S3)C)C)C(=NN2)C)CC(=O)OC(C)(C)C tert-butyl (R)-2-(4-(4-(4-aminobut-2-yn-1-yl)phenyl)-2,3,9-trimethyl-6H-thieno[3,2-f][1,2,4]triazolo[4,3-a][1,4]diazepin-6-yl)acetate